(pentane-1,5-diyl)bis(1-propylpyrrolidinium) hydroxide [OH-].C(CCCC[N+]1(CCCC1)CCC)[N+]1(CCCC1)CCC.[OH-]